C(C)OC(C(=C)C)=O ethyl-methacrylate